ClC1=C(OC2CCNCC2)C=C(C=C1)C 4-(2-chloro-5-methylphenoxy)piperidine